FC1=CC=C(C=C1)C(=C)C 1-fluoro-4-(1-methylethenyl)benzene